(S)-N-((3-amino-5-(4-fluorophenyl)-6-(3-methylimidazo[1,2-a]pyridin-6-yl)pyrazin-2-yl)methyl)tetrahydrofuran-3-carboxamide NC=1C(=NC(=C(N1)C1=CC=C(C=C1)F)C=1C=CC=2N(C1)C(=CN2)C)CNC(=O)[C@@H]2COCC2